(S)-N-(3-(1-((3-amino-6-chloropyrazin-2-yl)oxy)ethyl)phenyl)-3-methylbenzamide NC=1C(=NC(=CN1)Cl)O[C@@H](C)C=1C=C(C=CC1)NC(C1=CC(=CC=C1)C)=O